C(C)N1C(NC2=CC(=CC=C2C1=O)CN1CCN(CC1)C=1C(=CC(=NC1C)C(=O)NC)F)=O 5-(4-((3-ethyl-2,4-dioxo-1,2,3,4-tetrahydroquinazolin-7-yl)methyl)piperazin-1-yl)-4-fluoro-N,6-dimethylpicolinamide